3,3'-[(9-benzyl-1,5,9-triazacyclododecane-1,5-diyl)bis(methylene)]bis(2-hydroxy-5-methyl-benzamide) C(C1=CC=CC=C1)N1CCCN(CCCN(CCC1)CC=1C(=C(C(=O)N)C=C(C1)C)O)CC=1C(=C(C(=O)N)C=C(C1)C)O